2-(oxan-4-yl)pyrazole-3-carboxylic acid O1CCC(CC1)N1N=CC=C1C(=O)O